(2-bromophenyl)pentane-1,5-diol BrC1=C(C=CC=C1)C(CCCCO)O